ClC1=C(C=CC=C1N1C(NC2=NC(=CN=C2C1=O)Cl)=O)NC(=O)C=1C=CC=C2C=NN(C12)C N-(2-chloro-3-(7-chloro-2,4-dioxo-1,2-dihydropteridine-3(4H)-yl)phenyl)-1-methyl-1H-indazole-7-carboxamide